7-chloro-1-methyl-2',3',5',6'-tetrahydro-1H-spiro[imidazo[1,2-c]pyrimidine-2,4'-pyran]-5(3H)-one ClC=1C=C2N(C(N1)=O)CC1(CCOCC1)N2C